vinylnaphthaldehyde C(=C)C1=C(C2=CC=CC=C2C=C1)C=O